(E)-2,4-difluoro-N-(2-methoxy-5-(4-(4-(4-oxopent-2-enoyl)piperazin-1-yl)quinazoline-6-yl)pyridin-3-yl)benzenesulfonamide FC1=C(C=CC(=C1)F)S(=O)(=O)NC=1C(=NC=C(C1)C=1C=C2C(=NC=NC2=CC1)N1CCN(CC1)C(\C=C\C(C)=O)=O)OC